CN1C(=NC2=C1C=CC(=C2)C=2N=NC(=C1C2SC=C1F)C1=C(OCC2CC(C2)O)C=C(C=C1)F)C (1s,3s)-3-((2-(7-(1,2-dimethyl-1H-benzo[d]imidazol-5-yl)-3-fluorothieno[2,3-d]pyridazin-4-yl)-5-fluorophenoxy)methyl)cyclobutan-1-ol